(S)-4-(7-chloro-6-cyano-2-(((S)-1-methylpyrrolidin-2-yl)methoxyl)quinazoline-4-yl)-3-methylpiperazine-1-carboxylic acid tert-butyl ester C(C)(C)(C)OC(=O)N1C[C@@H](N(CC1)C1=NC(=NC2=CC(=C(C=C12)C#N)Cl)OC[C@H]1N(CCC1)C)C